ClC1=C(C=C(C(=C1)F)[N+](=O)[O-])C1=NOC(C1)C 3-(2-chloro-4-fluoro-5-nitrophenyl)-5-methyl-4,5-dihydroisooxazol